C(C)(C)(C)OC(CC[C@@H](C(=O)N)N1C(C2=CC=CC(=C2C1)OCC1=CC=C(C=C1)CN1CC(CC1)C(NCCOC)=O)=O)=O.C12(C(=O)C(=O)C(CC1)C2(C)C)C Camphorquinone (4S)-tert-butyl-5-amino-4-(4-((4-((3-((2-methoxyethyl)carbamoyl)pyrrolidin-1-yl)methyl)benzyl)oxy)-1-oxoisoindolin-2-yl)-5-oxo-pentanoate